C(CCCCCCC)[C@]1(O)[C@H](O)[C@@H](O)[C@H](O)[C@H](O1)CO.O([C@H]1[C@H](O)[C@@H](O)[C@H](O)[C@H](O1)CO)CCCCCCCC n-Octyl β-D-glucopyranoside (n-Octyl β-D-glucopyranoside)